Cis-1,2-Dibromoethene Br\C=C/Br